Hexa-chloroantimonat Cl[Sb-](Cl)(Cl)(Cl)(Cl)Cl